BrC1=C(C=C(C(=O)N2CC=3N(C[C@H]2C)C(N(C3C(=O)NCC3=C(C=CC=C3)C3=NC=CC=N3)C=3C=C2C=NN(C2=CC3)C[C@@H](C)O)=O)C=C1)C(F)(F)F |o1:12| (6R*)-7-[4-bromo-3-(trifluoromethyl)benzoyl]-2-{1-[(2R)-2-hydroxypropyl]indazol-5-yl}-6-methyl-3-oxo-N-{[2-(pyrimidin-2-yl)phenyl]methyl}-5H,6H,8H-imidazo[1,5-a]pyrazine-1-carboxamide